2-(2-((R)-1-(4-chlorobenzyl)-3-((R or S)-4,4-dimethyloxetan-2-yl)pyrrolidin-3-yl)ethyl)-5-(methylsulfonyl)pyridine ClC1=CC=C(CN2C[C@@](CC2)([C@@H]2OC(C2)(C)C)CCC2=NC=C(C=C2)S(=O)(=O)C)C=C1 |o1:11|